C(C)OC(CC(=O)NCC1(CC1)C(=O)OCC)=O 1-Ethyl 1-((3-ethoxy-3-oxopropanamido)methyl)cyclopropanecarboxylate